(E)-3-(1,3-benzodioxol-5-yl)-N-phenyl-N-tetrahydrofuran-3-ylprop-2-enamide O1COC2=C1C=CC(=C2)/C=C/C(=O)N(C2COCC2)C2=CC=CC=C2